FC(C1=C(C=CC(=C1)N)C1=C(C=C(C=C1)N)C(F)(F)F)(F)F 2,2'-bis(Trifluoromethyl)-1,1'-biphenyl-4,4'-diamine